tert-butyl (4-methyl-3-((1-(2-(2-oxopyrrolidin-1-yl)quinolin-4-yl)ethyl) carbamoyl) benzyl)carbamate CC1=C(C=C(CNC(OC(C)(C)C)=O)C=C1)C(NC(C)C1=CC(=NC2=CC=CC=C12)N1C(CCC1)=O)=O